ClC1=NC=C(C=N1)CN1C=CC=C2C1=NC(N(C2=O)CCOC)=O 8-((2-chloropyrimidin-5-yl)methyl)-3-(2-methoxyethyl)pyrido[2,3-d]pyrimidine-2,4(3H,8H)-dione